N-(5-((6-((S)-3-(2-chloro-3-fluorobenzyl)isoxazolidine-2-yl)pyrimidine-4-yl)amino)-2-(4-(4-cyclopropylpiperazine-1-yl)piperidine-1-yl)-4-methoxyphenyl)acrylamide ClC1=C(C[C@@H]2N(OCC2)C2=CC(=NC=N2)NC=2C(=CC(=C(C2)NC(C=C)=O)N2CCC(CC2)N2CCN(CC2)C2CC2)OC)C=CC=C1F